2-[1-(Benzenesulfonyl)-1H-pyrrolo[2,3-b]pyridin-3-yl]-6-chloropyridine C1(=CC=CC=C1)S(=O)(=O)N1C=C(C=2C1=NC=CC2)C2=NC(=CC=C2)Cl